COC=1C=C(CNCC2=CC(=C(C=C2)OC)OC)C=CC1OC bis(3,4-dimethoxybenzyl)amine